BrC1=C(C(=C(N)C=C1)C)F 4-bromo-3-fluoro-2-methylaniline